zinc dichloride [Cl-].[Cl-].[Zn+2]